4-(6-chloro-3-quinolylamino)-2-[p-(3-morpholinopropoxy)phenylamino]pyrimidine ClC=1C=C2C=C(C=NC2=CC1)NC1=NC(=NC=C1)NC1=CC=C(C=C1)OCCCN1CCOCC1